tert-Butyl 4-(4-cyanophenyl)-4-hydroxypiperidine-1-carboxylate C(#N)C1=CC=C(C=C1)C1(CCN(CC1)C(=O)OC(C)(C)C)O